BrC=1C=NC(=C(C(=O)OC)C1)N1CCOCC1 methyl 5-bromo-2-morpholinonicotinate